C(C)(=O)OC[C@@H]1[C@H]([C@@H]([C@H](C(O)O1)N=[N+]=[N-])OCC1=CC=CC=C1)OCC1=CC=CC=C1 6-O-Acetyl-2-azido-3,4-di-O-benzyl-2-deoxy-D-glucopyranose